7-bromo-6-(4-methylpiperazin-1-yl)-N-(1-(3-nitro-5-(trifluoromethyl)phenyl)ethyl)quinazolin-4-amine BrC1=C(C=C2C(=NC=NC2=C1)NC(C)C1=CC(=CC(=C1)C(F)(F)F)[N+](=O)[O-])N1CCN(CC1)C